(S)-N-(6-(5-ethyl-1,2,4-oxadiazol-3-yl)-2,3-dihydrobenzofuran-3-yl)-3-hydroxyazetidine-1-carboxamide C(C)C1=NC(=NO1)C1=CC2=C([C@@H](CO2)NC(=O)N2CC(C2)O)C=C1